CC1(CC(CC=2SC3=CC=CC=C3C(C12)=O)(C)C)C 1,1,3,3-tetramethylthioxanthone